butyl N-[(1S)-1-(1-hydroxycyclopentyl)ethyl]carbamate OC1(CCCC1)[C@H](C)NC(OCCCC)=O